5-hydroxy-6-(3-hydroxy-2-(4-((1-methyl-1H-pyrazol-4-yl)ethynyl)phenyl)propyl)pyrimidin-4(3H)-one OC=1C(NC=NC1CC(CO)C1=CC=C(C=C1)C#CC=1C=NN(C1)C)=O